N-(4-((4-((2-(2-((2-(2,6-dioxopiperidin-3-yl)-1,3-dioxoisoindolin-4-yl)amino)ethoxy)ethyl)(methyl)amino)-6-methylpyrimidin-2-yl)amino)phenyl)-2-phenylacetamide O=C1NC(CCC1N1C(C2=CC=CC(=C2C1=O)NCCOCCN(C1=NC(=NC(=C1)C)NC1=CC=C(C=C1)NC(CC1=CC=CC=C1)=O)C)=O)=O